[NH4+].[NH4+].C(C)C1SC2=C(N1)C=CC(=C2)S(=O)(=O)[O-].C(C)C2SC1=C(N2)C=CC(=C1)S(=O)(=O)[O-] (ethyl-2,3-dihydrobenzothiazoline-6-sulfonic acid) diammonium salt